(S)-(1-amino-6-fluoro-1,2,3,4-tetrahydronaphthalen-1-yl)methanol N[C@]1(CCCC2=CC(=CC=C12)F)CO